methyl 3-(2,2-difluorovinyl)bicyclo[1.1.1]pentane-1-carboxylate FC(=CC12CC(C1)(C2)C(=O)OC)F